FC(C(=O)O)(F)F.FC(C(=O)O)(F)F.NC1=CC=C(C(=N1)C)CNC([C@H](C)NC(=O)[C@@H]1NC[C@H](C1)CC=1SC(=C(C1)Cl)Cl)=O (2R,4R)-N-((S)-1-(((6-amino-2-methylpyridin-3-yl)methyl)amino)-1-oxopropan-2-yl)-4-((4,5-dichlorothien-2-yl)methyl)pyrrolidine-2-carboxamide bis-trifluoroacetate